tert-Butyl 5-fluoro-3,3-dimethyl-2,3-dihydro-1H-benzo[d][1,3]azasilole-1-carboxylate FC=1C=CC2=C([Si](CN2C(=O)OC(C)(C)C)(C)C)C1